Cl.C(C)N1CCN(CC1)CC=1C=CC(=NC1)NC1=NC=C(C(=N1)C=1C=C2C=CC=NC2=C(C1)F)F N-(5-((4-Ethylpiperazin-1-yl)methyl)pyridin-2-yl)-5-fluoro-4-(8-fluoroquinolin-6-yl)pyrimidin-2-amine hydrochloride